pyridine-carboxamide N1=C(C=CC=C1)C(=O)N